ClC1=CC(=C(C=C1)C1=NC(=NC2=C1N=C(N(C2=O)C)C)N2C[C@H](C(CC2)(F)F)C=2C=NN(C2)C)F 8-(4-chloro-2-fluoro-phenyl)-6-[(3R)-4,4-difluoro-3-(1-methylpyrazol-4-yl)-1-piperidyl]-2,3-dimethyl-pyrimido[5,4-d]pyrimidin-4-one